NC=1C2=C(C(NN1)=O)N(N=C2C2=CC=C(CNC(C1=C(C=CC(=C1)F)OC)=O)C=C2)C(CF)C N-(4-(4-amino-1-(1-fluoropropan-2-yl)-7-oxo-6,7-dihydro-1H-pyrazolo[3,4-d]pyridazin-3-yl)benzyl)-5-fluoro-2-methoxybenzamide